N-(3-(((2-amino-5-chloropyridin-3-yl)oxy)methyl)phenyl)-3-chloro-benzamide NC1=NC=C(C=C1OCC=1C=C(C=CC1)NC(C1=CC(=CC=C1)Cl)=O)Cl